C1(=CC=CC=C1)C(O)(C1NCCC1)C1=CC=CC=C1 diphenyl-(pyrrolidin-2-yl)methanol